2-(4-(8-Chloro-7-((2-methyl-1H-benzo[d]imidazol-6-yl)oxy)quinoxalin-2-yl)-1H-pyrazol-1-yl)-2-methylpropan-1-ol ClC=1C(=CC=C2N=CC(=NC12)C=1C=NN(C1)C(CO)(C)C)OC=1C=CC2=C(NC(=N2)C)C1